2-(((4-(thien-2-yl)-6-(trifluoromethyl)pyrimidin-2-yl)sulfinyl)methyl)benzonitrile S1C(=CC=C1)C1=NC(=NC(=C1)C(F)(F)F)S(=O)CC1=C(C#N)C=CC=C1